N-allyl-5-((2-amino-3-fluoropyridin-4-yl)methyl)-2-((2,5-difluoro-4-iodophenyl)amino)-3,4-difluorobenzamide C(C=C)NC(C1=C(C(=C(C(=C1)CC1=C(C(=NC=C1)N)F)F)F)NC1=C(C=C(C(=C1)F)I)F)=O